C1(=CC=C(C=C1)OCCCCCC(=O)O)OCCCCCC(=O)O 2'-(1,4-phenylenebis(oxy))dihexanoic acid